7-bromo-8-fluoro-6-nitro-2-(2,2,2-trifluoroethoxy)quinazoline BrC1=C(C=C2C=NC(=NC2=C1F)OCC(F)(F)F)[N+](=O)[O-]